O=C1[C@@H](N2CCC1C2)COP(=O)(OC2=CC=CC=C2)N[C@@H](C)C(=O)OCC2=CC=CC=C2 benzyl ((((2S)-3-oxo-1-azabicyclo[2.2.1]heptan-2-yl)methoxy)(phenoxy)phosphoryl)-L-alaninate